C1(=CC=CC=C1)C1=CN=C(S1)C(=O)N[C@H]1C[C@H](C1)NC(OC(C)(C)C)=O tert-butyl ((cis)-3-(5-phenylthiazole-2-carboxamido)cyclobutyl)carbamate